ClC1=CC(=C(COC2=CC=CC(=N2)C2CCN(CC2)CC2=NC3=C(C=NC(=C3)C(OC)=N)N2C[C@H]2OCC2)C=C1)F methyl (S)-2-((4-(6-((4-chloro-2-fluorobenzyl)oxy)pyridin-2-yl)piperidin-1-yl)methyl)-3-(oxetan-2-ylmethyl)-3H-imidazo[4,5-c]pyridine-6-carbimidate